PYRIMIDIN-2-YL-SULFONAMIDE N1=C(N=CC=C1)S(=O)(=O)N